NC(COCCN1N=C2C=C(C(=CC2=C1)NC(=O)C=1N=C(SC1)C(F)(F)F)C1=COC=C1)=O N-(2-(2-(2-amino-2-oxoethoxy)ethyl)-6-(furan-3-yl)-2H-indazol-5-yl)-2-(trifluoromethyl)thiazole-4-carboxamide